CNC1CCN(CC1)C1=CC=CC2=C1OCCN2C2C(NC(CC2)=O)=O 3-(8-(4-(methylamino)piperidin-1-yl)-2H-benzo[b][1,4]oxazin-4(3H)-yl)piperidine-2,6-dione